C(C)(C)(C)OC(NC1CC(C1)OC1=CC=C(C=C1)C(C)(C)C1=CC=C(C=C1)OC=1C=NC(=CC1)N1CC2(CC(C2)=O)C1)=O tert-butyl-((1r,3r)-3-(4-(2-(4-((6-(2-oxo-6-azaspiro[3.3]heptane-6-yl)pyridin-3-yl)oxy)phenyl)propan-2-yl)benzene Oxy)cyclobutyl)carbamate